C(C=C)(=O)N1C[C@@H](O[C@@H](C1)C(F)(F)F)C1=CC(=NC(=C1)Cl)C1=CC(=NC(=N1)C)C(=O)NC 6-(4-((2S,6S)-4-acryloyl-6-(trifluoromethyl)morpholin-2-yl)-6-chloropyridin-2-yl)-N,2-dimethylpyrimidine-4-carboxamide